hydrogen bromide HCl Cl.Br